C(CCCCCCCCCCC)(C1=CC=C(C=C1)O)C1=CC=C(C=C1)O 4,4'-dodecylidenebisphenol